1-(4-aminobenzyl)-6-isopropyl-3-(((3-methoxybenzyl)amino)methyl)-1H-indole-2-carboxylic acid NC1=CC=C(CN2C(=C(C3=CC=C(C=C23)C(C)C)CNCC2=CC(=CC=C2)OC)C(=O)O)C=C1